5-(1-methylsulfonylcyclopropyl)-N-[3-[4-(2-pyridyl)thiazol-2-yl]-1-bicyclo[1.1.1]pentanyl]furan-2-carboxamide CS(=O)(=O)C1(CC1)C1=CC=C(O1)C(=O)NC12CC(C1)(C2)C=2SC=C(N2)C2=NC=CC=C2